3-(6-acetamido-3-pyridyl)-N-(4-fluorophenyl)-N,8-dimethyl-imidazo[1,2-a]pyridine-6-carboxamide C(C)(=O)NC1=CC=C(C=N1)C1=CN=C2N1C=C(C=C2C)C(=O)N(C)C2=CC=C(C=C2)F